BrC=1SC(=C(N1)C1=C(C(=CC=C1)NS(=O)(=O)C1=C(C=CC=C1F)F)F)C1=NC(=NC=C1)NC1CCN(CC1)S(=O)(=O)N1CCN(CC1)C(=O)OCC1=CC=CC=C1 Benzyl 4-((4-((4-(2-bromo-4-(3-(2,6-difluorophenylsulfonamido)-2-fluorophenyl)thiazol-5-yl)pyrimidin-2-yl)amino)piperidin-1-yl)sulfonyl)piperazine-1-carboxylate